C(C)OC=1C=C(C=C(C(=O)OC)C#N)C=CC1 methyl 3-ethoxy-α-cyanocinnamate